trideca-1,3,5,7-tetraene-2-carbaldehyde C=C(C=CC=CC=CCCCCC)C=O